(3R)-1-methylpiperidin-3-amine tri-hydrochloride Cl.Cl.Cl.CN1C[C@@H](CCC1)N